C(C1=CC=CC=C1)[C@@](C(=O)O)([C@@H](C)C1=CC=NC=C1)NC(=O)OCC1C2=CC=CC=C2C=2C=CC=CC12.C1=C(C=CC2=CC=CC=C12)CNC(=N)N 1-(naphthalen-2-ylmethyl)guanidine benzyl-(2S,3S)-2-((((9H-fluoren-9-yl)methoxy)carbonyl)amino)-3-(pyridin-4-yl)butanoate